C(C1=CC=CC=C1)NC(=O)NC=1C=C(C2=C(N=C(N=C2)SC)N1)C#C[Si](C(C)C)(C(C)C)C(C)C 1-benzyl-3-[2-(methylsulfanyl)-5-[2-(triisopropylsilyl)ethynyl]pyrido[2,3-d]pyrimidin-7-yl]urea